tert-butyl {4-[3-chloro-10-(4-methoxybenzyl)-11-oxo-10,11-dihydro-5H-dibenzo[b,e][1,4]diazepin-5-yl]butyl}imidodicarbonate ClC=1C=CC2=C(N(C3=C(N(C2=O)CC2=CC=C(C=C2)OC)C=CC=C3)CCCCN(C(=O)OC(C)(C)C)C(=O)[O-])C1